C1(=CC=CC=C1)P(OCC1=CC=CC=C1)(=O)C1=CC=CC=C1 benzyl (diphenylphosphinate)